ClC1=NC=CC2=CC(=CC=C12)OCCCCCO 5-((1-chloroisoquinolin-6-yl)oxy)pentan-1-ol